5-(3-isopropyl-5-(1-(oxetan-3-yl)piperidin-4-yl)-1H-pyrrolo[3,2-b]Pyridin-2-yl)-1,3,4-trimethylpyridin-2(1H)-one C(C)(C)C1=C(NC=2C1=NC(=CC2)C2CCN(CC2)C2COC2)C=2C(=C(C(N(C2)C)=O)C)C